(S)-tert-butyl 5-((2S,4R)-2-((4-ethynylbenzyl)carbamoyl)-4-hydroxypyrrolidin-1-yl)-3,3-dimethyl-5-oxo-4-((phenoxycarbonyl)amino)pentanoate C(#C)C1=CC=C(CNC(=O)[C@H]2N(C[C@@H](C2)O)C([C@H](C(CC(=O)OC(C)(C)C)(C)C)NC(=O)OC2=CC=CC=C2)=O)C=C1